(2R,4S)-4-(4-bromophenoxy)-1-(tert-butoxycarbonyl)pyrrolidine-2-carboxylic acid BrC1=CC=C(O[C@H]2C[C@@H](N(C2)C(=O)OC(C)(C)C)C(=O)O)C=C1